CN(CCCC(CCN)N(C)C)C [3-(dimethylamino)propyl]-N,N-dimethyl-1,3-propanediamine